lead telluride selenium [Se].[Pb]=[Te]